[Si](C1=CC=CC=C1)(C1=CC=CC=C1)(C(C)(C)C)OC1CC(C2(CC12)C(=O)OC)=O Methyl 4-((tert-butyldiphenylsilyl)oxy)-2-oxobicyclo[3.1.0]hexane-1-carboxylate